ClC(=C(F)Cl)Cl 1,1,2-TRICHLORO-2-FLUOROETHENE